C(C)C=1C=C(C(=C(C1)F)[N+](=O)[O-])OC 5-ethyl-1-fluoro-3-methoxy-2-nitrobenzene